N1C(NC2=C1C=CC=C2)=O 2,3-dihydro-1H-1,3-benzodiazol-2-one